NC=1C=C(C=CC1)C1=C(C=CC=C1)N 3,2'-diaminobiphenyl